FC(COC[B-](F)(F)F)(F)F.[K+] potassium (2,2,2-trifluoroethoxymethyl)trifluoroborate